(R)-5-((dimethylamino)methyl)-N'-((1,2,3,5,6,7-hexahydro-s-indacen-4-yl)carbamoyl)pyridine-2-sulfonimidamide CN(C)CC=1C=CC(=NC1)[S@@](=O)(N)=NC(NC1=C2CCCC2=CC=2CCCC12)=O